C(CC)C1CCC(CC1)NC(=O)CC(CC(=O)NC1CCC(CC1)CCC)C(=O)NC1CCC(CC1)CCC 1,2,3-propanetricarboxylic acid tris(4-n-propylcyclohexylamide)